3-(4-(3-amino-1-oxo-1-(thieno[2,3-c]pyridin-2-ylamino)prop-2-yl)phenoxy)propane NCC(C(NC1=CC=2C(=CN=CC2)S1)=O)C1=CC=C(OCCC)C=C1